3-chloro-4-(propan-2-yloxy)-N-[(1R,3S)-3-{[2-(trifluoromethyl)quinolin-4-yl]amino}cyclohexyl]benzamide ClC=1C=C(C(=O)N[C@H]2C[C@H](CCC2)NC2=CC(=NC3=CC=CC=C23)C(F)(F)F)C=CC1OC(C)C